4-(6-((1S,6R,7R)-7-(aminomethyl)-7-(2-fluorophenyl)-3-azabicyclo[4.1.0]heptan-3-yl)-1H-pyrazolo[3,4-b]pyrazin-3-yl)-2,3-dichlorobenzamide NC[C@@]1([C@@H]2CCN(C[C@H]12)C1=CN=C2C(=N1)NN=C2C2=C(C(=C(C(=O)N)C=C2)Cl)Cl)C2=C(C=CC=C2)F